bis(trimethylsilylmethylcyclopentadienyl)hafnium difluoride [F-].[F-].C[Si](C)(C)CC1(C=CC=C1)[Hf+2]C1(C=CC=C1)C[Si](C)(C)C